Dimethylhydrazin CNNC